[Br-].C[N+](C)(C)CCCCCCCCCCCCCC N,N,N-trimethyl-1-tetradecylammonium bromide